5-[1-fluoro-3-hydroxy-7-({2-[(propan-2-yl)oxy]ethyl}amino)-5,6,7,8-tetrahydronaphthalen-2-yl]-1λ6,2,5-thiadiazolidine-1,1,3-trione FC1=C(C(=CC=2CCC(CC12)NCCOC(C)C)O)N1CC(NS1(=O)=O)=O